ClC=1C(N(N=CC1Cl)[C@@H]1CC[C@H](CC1)S(=O)(=O)N1CCCC1)=O trans-4,5-dichloro-2-(4-pyrrolidin-1-ylsulfonylcyclohexyl)pyridazin-3-one